FC=1C=2C=3C=CC(=C(OCCC[C@H](OC4=CC(=CC(NC(=NC1)C2)=N4)CSC)C)C3)F |r| (rac)-3,20-difluoro-14-methyl-10-[(methylsulfanyl)methyl]-13,18-dioxa-5,7,24-triazatetracyclo[17.3.1.12,6.18,12]pentacosa-1(23),2(25),3,5,8(24),9,11,19,21-nonaene